C(C)OC[C@@H](C)N1C(=NC2=C1C=C(C=C2)C=2C=C(C(N(C2)C)=O)C)C2CCOCC2 (R)-5-(1-(1-ethoxypropan-2-yl)-2-(tetrahydro-2H-pyran-4-yl)-1H-benzo[d]imidazol-6-yl)-1,3-dimethylpyridin-2(1H)-one